tert-butyl 3-(5-((tert-butoxycarbonyl)(methyl)amino)-4-cyano-3-((trimethylsilyl)ethynyl)-1H-pyrazol-1-yl)azetidine-1-carboxylate C(C)(C)(C)OC(=O)N(C1=C(C(=NN1C1CN(C1)C(=O)OC(C)(C)C)C#C[Si](C)(C)C)C#N)C